1-pentyl-1-ethylpiperidinium triflate [O-]S(=O)(=O)C(F)(F)F.C(CCCC)[N+]1(CCCCC1)CC